4-{{{tert-butyldimethylsilyl}oxy}methyl}phenyl neopentyl sulfate S(=O)(=O)(OC1=CC=C(C=C1)CO[Si](C)(C)C(C)(C)C)OCC(C)(C)C